[Br-].FC1=C(C=CC=C1)C(CC1[N+](CCCC1)(C)C)C1=C(C=CC(=C1)C)O 2-[2-(2-fluorophenyl)-2-(2-hydroxy-5-methyl-phenyl)-ethyl]-N,N-dimethylpiperidinium bromide